C(CCC\C=C\CCCCCO)O (E)-undec-5-ene-1,11-diol